6-chloro-3-methyl-N-(1-(methylsulfonyl)piperidin-4-yl)picolinamide ClC1=CC=C(C(=N1)C(=O)NC1CCN(CC1)S(=O)(=O)C)C